tert-butyl (R)-9-oxooctahydro-2H-pyrazino[1,2-a]pyrazine-2-carboxylate O=C1NCCN2[C@@H]1CN(CC2)C(=O)OC(C)(C)C